1-[[2-(trimethylsilyl)ethoxylmethyl]pyrazolo[3,4-b]pyridin-5-yl]methanol C[Si](CCOCC1=NNC2=NC=C(C=C21)CO)(C)C